1-(6-((6-(2-Chloro-3-(2,3-dichloropyridin-4-yl)phenyl)-2-methoxypyridin-3-yl)methyl)-2,6-diazaspiro[3.3]heptan-2-yl)ethan-1-one ClC1=C(C=CC=C1C1=C(C(=NC=C1)Cl)Cl)C1=CC=C(C(=N1)OC)CN1CC2(CN(C2)C(C)=O)C1